8-(4-Methoxyphenyl)-2-((2-methoxyphenyl)amino)-7-oxo-7,8-dihydropyrido[2,3-d]pyrimidin-5-yl trifluoromethanesulfonate FC(S(=O)(=O)OC1=CC(N(C=2N=C(N=CC21)NC2=C(C=CC=C2)OC)C2=CC=C(C=C2)OC)=O)(F)F